FC1=C(C(=CC=C1C1=CC(=NN1)N1CC(C1)C1=CC=CC=C1)O)N1CC(NS1(=O)=O)=O 5-(2-fluoro-6-hydroxy-3-(3-(3-phenylazetidin-1-yl)-1H-pyrazol-5-yl)phenyl)-1,2,5-thiadiazolidin-3-one 1,1-dioxide